C(CC)C(=O)CCCCCCCCCCCCCCCCCCCCCCCCCCCCCC n-triacontyl propyl ketone